Cl.C(C)(C)N[C@@H](C)C(=O)O isopropyl-L-alanine-HCl